S-(5-difluoromethoxy-1-methyl-3-trifluoromethyl-1H-pyrazol-4-ylmethyl) thioacetate C(C)(=O)SCC=1C(=NN(C1OC(F)F)C)C(F)(F)F